NCC1C(CCC1)N 2-Aminomethylcyclopentylamin